[Cu+2].N1CCNCCNCC1 1,4,7-triazacyclononane copper (II)